6-methylpiperidine-1-carboxylic acid tert-butyl ester C(C)(C)(C)OC(=O)N1CCCCC1C